propan-2,3-d2 CC(C[2H])[2H]